N-benzyl-N-pentylmethacrylamide C(C1=CC=CC=C1)N(C(C(=C)C)=O)CCCCC